NC1(CS(C1)(=N)=O)C1=CC=C(C=C1)C=1C2=C(N=C(N1)N1[C@H]([C@@H](C1)F)C)C(CC2)(F)F (1S,3r)-3-amino-3-(4-(7,7-difluoro-2-((2S,3R)-3-fluoro-2-methylazetidin-1-yl)-6,7-dihydro-5H-cyclopenta[d]pyrimidin-4-yl)phenyl)-1-imino-1λ6-thietane 1-oxide